FC=1C=C(C=CC1CN1C(CCC1)=O)CN1C(NC2=C1C=CC=C2)=O 1-({3-fluoro-4-[(2-oxopyrrolidin-1-yl)methyl]phenyl}methyl)-1,3-dihydro-2H-benzimidazol-2-one